[N+](=O)([O-])C=1C(=NC=CC1)NC=1C=C2C=NNC2=CC1 N-(3-nitropyridin-2-yl)-1H-indazol-5-amine